N1=CC=C2N1CCCC2CO 4H,5H,6H,7H-pyrazolo(1,5-a)pyridin-4-ylmethanol